4-((6-(2-(dimethylamino)ethoxy)pyridin-3-yl)amino)-6-(1H-imidazol-1-yl)-1-methylquinolin-2(1H)-one CN(CCOC1=CC=C(C=N1)NC1=CC(N(C2=CC=C(C=C12)N1C=NC=C1)C)=O)C